(R)-5-(2-(((R)-2-(3-Fluorophenyl)-2-hydroxyethyl)amino)-2-methyl-propyl)-1-methylpiperidin-2-one hydrochloride Cl.FC=1C=C(C=CC1)[C@H](CNC(C[C@H]1CCC(N(C1)C)=O)(C)C)O